FC=1C=CC=C2CCCC(C12)=O 8-fluoro-3,4-dihydronaphthalen-1(2H)-one